methyl (R)-6-((1-(3-(difluoromethyl)-2-fluorophenyl) ethyl) amino)-8-methyltetrazolo[1',5':1,6]pyrido[2,3-d]pyrimidine-4-carboxylate FC(C=1C(=C(C=CC1)[C@@H](C)NC1=C2C(=NC(=N1)C)N1C(C(=C2)C(=O)OC)=NN=N1)F)F